ClC1=CC(=CC=2C(=C(OC21)C)C(=O)NC2(CCOCC2)CO)OCC2=C(N=CS2)C 7-chloro-N-(4-(hydroxymethyl)tetrahydro-2H-pyran-4-yl)-2-methyl-5-((4-methylthiazol-5-yl)-methoxy)benzofuran-3-carboxamide